FC1=C(C=C(C(=C1)[N+](=O)[O-])F)O 2,5-difluoro-4-nitrophenol